C1(=CCCC1)N N-(1-cyclopentenyl)amine